ClC=1C2=CN(N=C2C(=CC1)C(=O)N)C1=CC=C(C=C1)C=O 4-chloro-2-(4-formylphenyl)-2H-indazole-7-carboxamide